[1,4]benzoxazin-2-one O1C(C=NC2=C1C=CC=C2)=O